NCC1=CC=C(C=C1)NC(C1=C(C=C(C=C1)C(C)C)O)=O N-(4-(aminomethyl)phenyl)-4-isopropyl-2-hydroxybenzamide